(3S,4S)-8-(5-((2-((4-(1H-indol-3-yl)pyrimidin-2-yl)amino)-3-chloropyridin-4-yl)Thio)pyrazin-2-yl)-3-methyl-2-oxa-8-azaspiro[4.5]decane-4-amine hydrochloride Cl.N1C=C(C2=CC=CC=C12)C1=NC(=NC=C1)NC1=NC=CC(=C1Cl)SC=1N=CC(=NC1)N1CCC2([C@@H]([C@@H](OC2)C)N)CC1